N[C@]1(CN(CC1)C1=NC(=CC(=N1)N1CC=2C(=NC=CC2C1=O)C1=C(C=CC=C1OC)F)C)COC 2-(2-((R)-3-amino-3-(methoxymethyl)pyrrolidin-1-yl)-6-methylpyrimidin-4-yl)-4-(2-fluoro-6-methoxyphenyl)-2,3-dihydro-1H-pyrrolo[3,4-c]pyridin-1-one